IC1=CC(=NC=C1C)NCC1=CC=C(C=C1)OC 4-iodo-N-(4-methoxybenzyl)-5-methylpyridin-2-amine